i-hexyl-tris(dimethylamino)tin C(CCC(C)C)[Sn](N(C)C)(N(C)C)N(C)C